ClC=1C=C(C=CC1)C1CC(C1)=O 3-(3-chlorophenyl)cyclobutanone